ClC1=C(C=C(C=C1)N1C(C2=CC=CC=C2[C@@H]([C@H]1C1=CC2=C(OCCO2)C=C1)C(=O)O)=O)C |r| (3S,4S) and (3R,4R)-2-(4-chloro-3-methylphenyl)-3-(2,3-dihydro-1,4-benzodioxin-6-yl)-1-oxo-1,2,3,4-tetrahydroisoquinoline-4-carboxylic acid